FC1=C(C=CC(=C1F)OC)C1=CN=C2N1C=CN=C2NC2=CC(=C(C(=O)NCCN1CC(CC1)C(=O)OC)C=C2)CC Methyl 1-[2-[[4-[[3-(2,3-difluoro-4-methoxy-phenyl)imidazo[1,2-a]pyrazin-8-yl]amino]-2-ethyl-benzoyl]amino]ethyl]pyrrolidine-3-carboxylate